3-acetyl-8-bromo-5-chloro-2-((3-fluorobenzyl)thio)quinolin-4(1H)-one C(C)(=O)C1=C(NC2=C(C=CC(=C2C1=O)Cl)Br)SCC1=CC(=CC=C1)F